rac-(5R,8R)-5-ethyl-8-{[tri(propan-2-yl)silyl]oxy}-5,6,7,8-tetrahydroquinolin-4-ol C(C)[C@H]1C=2C(=CC=NC2[C@@H](CC1)O[Si](C(C)C)(C(C)C)C(C)C)O |r|